terephthalic acid, sodium salt [Na+].C(C1=CC=C(C(=O)[O-])C=C1)(=O)[O-].[Na+]